ClC=1C(=NC(=NC1)NC=1C=C(CN2C[C@H](N([C@H](C2)C)CCO)C)C=C(C1)C1CC1)C1=CNC2=CC(=CC=C12)F 2-((2R,6S)-4-(3-((5-chloro-4-(6-fluoro-1H-indol-3-yl)pyrimidine-2-yl)amino)-5-cyclopropylbenzyl)-2,6-dimethylpiperazine-1-yl)ethan-1-ol